valine-p-nitrophenyl ester [N+](=O)([O-])C1=CC=C(C=C1)OC([C@@H](N)C(C)C)=O